CC1(CCC(=C(C1)C#N)C12CC(C1)(C2)C)C 5,5-dimethyl-2-(3-methylbicyclo[1.1.1]pentan-1-yl)cyclohex-1-ene-1-carbonitrile